3-((5-chloro-4-((2-(dimethylphosphoryl)phenyl)amino)pyrimidin-2-yl)amino)pyrrole ClC=1C(=NC(=NC1)NC1=CNC=C1)NC1=C(C=CC=C1)P(=O)(C)C